tert-butyl 5-[(6-{[1-tert-butyl-4-cyano-3-(4-ethanesulfonamidophenyl)-1H-pyrazol-5-yl]amino}pyridin-3-yl)oxy]pentanoate C(C)(C)(C)N1N=C(C(=C1NC1=CC=C(C=N1)OCCCCC(=O)OC(C)(C)C)C#N)C1=CC=C(C=C1)NS(=O)(=O)CC